5-cyclopropyl-2-(4-cyclopropyl-2-ethylsulfanyl-phenyl)-3-methyl-6-(trifluoromethyl)imidazo[4,5-c]pyridin-4-one C1(CC1)N1C(C2=C(C=C1C(F)(F)F)N=C(N2C)C2=C(C=C(C=C2)C2CC2)SCC)=O